C1(CC1)N1N=C2N(C(N([C@@H](C2=C1)C)C1CCN(CC1)C=1C(=NC=CC1C(F)F)OC)=O)CC1=C(C=CC=C1)C1CC1 (R)-2-cyclopropyl-7-(2-cyclopropyl-benzyl)-5-(4'-difluoromethyl-2'-methoxy-3,4,5,6-tetrahydro-2H-[1,3']bipyridinyl-4-yl)-4-methyl-2,4,5,7-tetrahydro-pyrazolo[3,4-d]pyrimidin-6-one